CSCC=1C(=NC(=NC1)O)O 5-[(methylsulfanyl)methyl]pyrimidine-2,4-diol